FC1=CC=C(CNC(CCC2=NC=3C(=NC=CC3)N2CC2=CC=C(C=C2)F)=O)C=C1 N-(4-Fluoro-benzyl)-3-[3-(4-fluoro-benzyl)-3H-imidazo[4,5-b]pyridin-2-yl]-propionamide